ClC1=C(CN2CC3(CC2)CCN(CC3)C(=O)N3N=C(C=C3)C(=O)O)C=CC(=C1)N1CCOCC1 1-(2-(2-chloro-4-morpholinobenzyl)-2,8-diazaspiro[4.5]decane-8-carbonyl)-1H-pyrazole-3-carboxylic acid